chloro(2-dicyclohexylphosphino-2,6-di-isopropoxy-1,1-biphenyl) ClC1C(C(=C(C=C1)OC(C)C)C1=CC=CC=C1)(OC(C)C)P(C1CCCCC1)C1CCCCC1